N1=CC=C(C=C1)NC=1C=CC2=C(N=C(O2)C2=CC=C(C=C2)NC2=CC=NC3=CC=C(C=C23)C#N)C1 4-(4-(5-(pyridin-4-ylamino)benzo[d]oxazol-2-yl)phenylamino)quinoline-6-carbonitrile